(-)-8-((1R,2R)-2-hydroxy-2-methylcyclopentyl)-6-methyl-2-((1-((methyl-d3)sulfonyl)piperidin-4-yl)amino)pyrido[2,3-d]pyrimidin-7(8H)-one O[C@]1([C@@H](CCC1)N1C(C(=CC2=C1N=C(N=C2)NC2CCN(CC2)S(=O)(=O)C([2H])([2H])[2H])C)=O)C